5-[5-chloro-3-(4-methylpiperazin-1-yl)phenyl]Pyridin-2-amine ClC=1C=C(C=C(C1)C=1C=CC(=NC1)N)N1CCN(CC1)C